4-(4-aminoisoindoline-2-carbonyl)-5-methoxy-6-methyl-1,3-phenylenebis(4-methylbenzenesulfonate) NC1=C2CN(CC2=CC=C1)C(=O)C1=C(C=C(C(=C1OC)C)C1=C(C=CC(=C1)C)S(=O)(=O)[O-])C1=C(C=CC(=C1)C)S(=O)(=O)[O-]